γ-aminobutyryl-1-methyl-D-histidine NCCCC(=O)N[C@H](CC1=CN(C=N1)C)C(=O)O